Cl.NC1CC(C1)C(=O)N1[C@@H](CN(CC1)C1=NC=C(C=N1)C(F)(F)F)C ((1R,3R)-3-Aminocyclobutyl)((R)-2-methyl-4-(5-(trifluoromethyl)pyrimidin-2-yl)piperazin-1-yl)methanone hydrochloride